FC1([C@@]2(CCO2)CCN(C1)C1=NC=CC(=N1)NC1=CC=2C(=C(N=NC2C(C)C)N2CC(C2)CS(=O)(=O)C)C=N1)F (S)-N-(2-(5,5-difluoro-1-oxa-7-azaspiro[3.5]nonan-7-yl)pyrimidin-4-yl)-1-isopropyl-4-(3-((methyl-sulfonyl)methyl)azetidin-1-yl)pyrido[3,4-d]pyridazin-7-amine